C1(CC1)CN1C[C@H]([C@@H](CC1)N1N=CC(=C1)C1(NC=C(C(=N1)NC)C(F)(F)F)N)F 2-(1-((trans)-1-(cyclopropylmethyl)-3-fluoropiperidin-4-yl)-1H-pyrazol-4-yl)-N4-methyl-5-(trifluoromethyl)pyrimidine-2,4-diamine